C(C)(C)(C)OCC=1C=C2C=C(NC2=C(C1)NC1CCCC1)C1=CC=CC=C1 5-(tert-butoxymethyl)-N-cyclopentyl-2-phenyl-1H-indol-7-amine